N1=C(C=NC=C1)NC1=C(C(=NN1)C1=CC=C(C=C1)NS(=O)(=O)CC1=CC=C(C=C1)C(F)(F)F)C(=O)N 5-[(pyrazin-2-yl)amino]-3-(4-{[4-(trifluoromethyl)phenyl]methane-sulfonamido}phenyl)-1H-pyrazole-4-carboxamide